ClC1=C2C(=NN(C2=CC=C1)C(=O)OC(C)(C)C)I tert-butyl 4-chloro-3-iodo-indazole-1-carboxylate